ClCC\C=C/CC (3Z)-6-chloro-3-hexene